N4-(5-cyclopropyl-1H-pyrazol-3-yl)quinazoline-2,4-diamine C1(CC1)C1=CC(=NN1)NC1=NC(=NC2=CC=CC=C12)N